C(C)(C)OC1=CC=C(C=N1)C1=C(C=CC=C1)C=1N=NN(N1)C(C1=CC=CC=C1)(C1=CC=CC=C1)C1=CC=CC=C1 4-(6-isopropoxypyridin-3-yl)-3-(2-trityl-2H-tetrazol-5-yl)benzene